COC=1N=C2CCCC(C2=C2C=CC=CC12)N([S@](=O)C(C)(C)C)C (R)-N-(6-methoxy-1,2,3,4-tetrahydrophenanthridin-1-yl)-N,2-dimethyl-propane-2-sulfinamide